O[C@@H]1C[C@H](N(C1)C([C@@H](C(C)C)C1=CC(=NO1)N1CCC(CC1)CC1CCNCC1)=O)C(=O)N[C@@H](C)C1=CC=C(C=C1)C1=C(N=CS1)C (2S,4R)-4-hydroxy-1-[(2S)-3-methyl-2-[3-[4-(4-piperidylmethyl)-1-piperidyl]isoxazol-5-yl]butanoyl]-N-[(1S)-1-[4-(4-methylthiazol-5-yl)phenyl]ethyl]pyrrolidine-2-carboxamide